NC1=C(C(=O)[O-])C=CC=C1.[Ca+2].NC1=C(C(=O)[O-])C=CC=C1 Calcium ortho-aminobenzoate